NCCC=1C=CC(=NC1)C1=C(C=C(C#N)C=C1)CN1C=NC(=C1)C1=NC=CC=C1 4-[5-(2-aminoethyl)pyridin-2-yl]-3-[(4-pyridin-2-ylimidazol-1-yl)methyl]benzonitrile